C(C1=CC=CC=C1)N1C(C(=CC=C1)OCC1=CC=CC=C1)CC 1-benzyl-3-(benzyloxy)-2-ethylpyridin